methyl 2-fluoro-3-(3-(3-(hydroxymethyl)oxiran-2-yl)phenyl)propanoate FC(C(=O)OC)CC1=CC(=CC=C1)C1OC1CO